Ethyl (S,Z)-2-(fluoromethylene)-5-oxotetrahydro-1H-pyrrolizine-7a(5H)-carboxylate F\C=C/1\C[C@@]2(CCC(N2C1)=O)C(=O)OCC